C1(=CC=C(C=C1)CCC1(C(CCCC1)N)N)C 1-(p-tolylethyl)cyclohexane-1,2-diamine